ClC1=C2C(=NN(C2=C(C=C1)N1C(=NC2=CC=CC(=C2C1=O)C)C(CC1=CC(=CC(=C1)F)F)NC(OC(C)(C)C)=O)C)N(S(=O)(=O)C)CC1=CC=C(C=C1)OC tert-butyl (1-(3-(4-chloro-3-(N-(4-methoxybenzyl)methylsulfonamido)-1-methyl-1H-indazol-7-yl)-5-methyl-4-oxo-3,4-dihydroquinazolin-2-yl)-2-(3,5-difluorophenyl)ethyl)carbamate